OOOOOCCCCCCCCCCCCC pentaoxaoctadecan